C(C)OC(=O)C1(CC(=NO1)C1=C(C=C(C(=C1)N1C(N(C(=CC1=O)C(F)(F)F)C)=O)F)Cl)C Ethyl-3-{2-chloro-4-fluoro-5-[3-methyl-2,6-dioxo-4-(trifluoromethyl)-3,6-dihydropyrimidin-1(2H)-yl]phenyl}-5-methyl-4,5-dihydro-1,2-oxazole-5-carboxylate